Cl.NCC=1C=NN(C1)CC1=CC2=C(C(=NO2)NS(=O)(=O)C2=C(C=CC=C2)OC)C2=C1CCO2 N-(4-((4-(aminomethyl)-1H-pyrazol-1-yl)methyl)-2,3-dihydrobenzofuro[7,6-d]isoxazol-8-yl)-2-methoxybenzenesulfonamide hydrochloride